N1=C(C=CC=C1)C=1N=NC(=NN1)C1=CC=C(C=C1)F 3-(2-pyridyl)-6-(4-fluorophenyl)-1,2,4,5-tetrazine